3-{(4S)-4-[2-Chloro-3-(4-fluoroanilino)phenyl]-2-imino-4-methyl-6-oxohexahydro-pyrimidin-1-yl}-1-methyl-cyclobutanecarbonitrile ClC1=C(C=CC=C1NC1=CC=C(C=C1)F)[C@]1(NC(N(C(C1)=O)C1CC(C1)(C#N)C)=N)C